C(C)C(C(=O)O)C(C(C)C)CC 2,3-diethyl-4-methylpentanoic acid